(2R,6R)-N-[[(2S,4R)-4-fluoropyrrolidin-2-yl]methyl]-6-methyl-4-[8-(trifluoromethyl)-5-quinolyl]morpholine-2-carboxamide F[C@@H]1C[C@H](NC1)CNC(=O)[C@H]1CN(C[C@H](O1)C)C1=C2C=CC=NC2=C(C=C1)C(F)(F)F